ClC=1C=C(C=CC1C#N)NC([C@@](CN1C=CC2=CC(=C(C=C12)C1=CC=CC=C1)F)(C)O)=O (S)-N-(3-chloro-4-cyanophenyl)-3-(5-fluoro-6-phenyl-1H-indol-1-yl)-2-hydroxy-2-methylpropanamide